C(C1=CC=CC=C1)OC1=C(C=C(C[C@H]2COC=C2CC2=CC(=C(C=C2)OC)OC)C=C1)NC (3R,4R)-3-(4-(benzyloxy)-3-(methylamino)benzyl)-4-(3,4-dimethoxybenzyl)dihydrofuran